N-(2-methyl-5-(4-(4-(pyrimidin-2-yloxy)phenyl)piperidine-1-carbonyl)phenyl)-1-phenylmethanesulfonamide CC1=C(C=C(C=C1)C(=O)N1CCC(CC1)C1=CC=C(C=C1)OC1=NC=CC=N1)NS(=O)(=O)CC1=CC=CC=C1